CC1=CC2=C(N=C(N=C2)NC2=CC=C(C=C2)N2CCN(CC2)C)N1C1=CC=CC(=N1)N=S(=O)(C)C ((6-(6-methyl-2-((4-(4-methylpiperazin-1-yl)phenyl)amino)-7H-pyrrolo[2,3-d]pyrimidin-7-yl)pyridin-2-yl)imino)dimethyl-λ6-sulfanone